3-(tert-butyl)-5-[(6-chloropyridin-2-yl)oxy]-1-methyl-1H-pyrazole-4-carbaldehyde C(C)(C)(C)C1=NN(C(=C1C=O)OC1=NC(=CC=C1)Cl)C